BrC1=CC=C(C=C1)SC1CCC1 (4-Bromophenyl)(cyclobutyl)sulfane